F[C@H]1CN(CC[C@H]1NC1=CC=CC2=C1SC(=C2CC(F)(F)F)C#CCNC2=C(C=C(C=C2)C(=O)N2CCOCC2)OC)C (4-((3-(7-(((3S,4R)-3-fluoro-1-methylpiperidin-4-yl)amino)-3-(2,2,2-trifluoroethyl)benzo[b]thiophen-2-yl)prop-2-yn-1-yl)amino)-3-methoxyphenyl)(morpholino)methanone